N1C=CC2=CC(=CC=C12)C1=CNC2=NC=C(C=C21)C2=CC=C(C=C2)CN2CCN(CC2)C 3-(1H-indol-5-yl)-5-(4-((4-methylpiperazin-1-yl)methyl)phenyl)-1H-pyrrolo[2,3-b]pyridine